tert-butyl [3-(morpholin-4-yl)-8-oxo-7,8-dihydropyrido[2,3-d]pyridazin-5-yl]acetate N1(CCOCC1)C1=CC2=C(C(NN=C2CC(=O)OC(C)(C)C)=O)N=C1